C1(CC1)CC(C(=O)O)C1=NC=C(C(=C1)CCN(C)C)C 3-cyclopropyl-2-(4-(2-(dimethylamino)ethyl)-5-methylpyridin-2-yl)propionic acid